3-(1-acryloylpyrrolidin-3-yl)-N-(1-cyanocyclopropyl)-8-(4-isobutyrylpiperazin-1-yl)imidazo[1,2-a]pyridine-6-sulfonamide C(C=C)(=O)N1CC(CC1)C1=CN=C2N1C=C(C=C2N2CCN(CC2)C(C(C)C)=O)S(=O)(=O)NC2(CC2)C#N